C(C)(C)(C)C=1C(=C(C(=CC1)O)C)C(C)(C)C di-tertiary butyl-cresol